1-hydroxy-1-(6-(1-(4-methoxybenzyl)-1H-tetrazol-5-yl)pyridin-2-yl)propane-2-sulfonamide OC(C(C)S(=O)(=O)N)C1=NC(=CC=C1)C1=NN=NN1CC1=CC=C(C=C1)OC